C(C)N(CC)CC1=NN=C(S1)NC(O[C@H]1[C@H](NC[C@@H]1O)CC1=CC=C(C=C1)OC)=O (2R,3S,4S)-4-hydroxy-2-[(4-methoxyphenyl)methyl]pyrrolidin-3-yl N-{5-[(diethylamino)methyl]-1,3,4-thiadiazol-2-yl}carbamate